C(CCCCC)OP(=O)(OCCCCCC)C=1C=CC=C2C=CC(=NC12)C=CC(=O)O 3-(8-(bis(hexyloxy)phosphoryl)quinolin-2-yl)acrylic acid